3-[(3-fluorophenyl)sulfanyl]isonicotinic acid FC=1C=C(C=CC1)SC1=C(C(=O)O)C=CN=C1